thionocarbonyl propylene carbonate C(O)(O)=O.C(=S)=C=CC